CC1=C(C(=CC=C1)C)NC1=NN(C2=NC(=NC=C21)NC2=CC=C1CCN(CC1=C2)CC2(CCN(CC2)C(=O)OC(C)(C)C)O)C tert-butyl 4-((7-((3-((2,6-dimethylphenyl)amino)-1-methyl-1H-pyrazolo[3,4-d]pyrimidin-6-yl)amino)-3,4-dihydroisoquinolin-2(1H)-yl)methyl)-4-hydroxypiperidine-1-carboxylate